C(CCCCCCCCCCC)(=O)OC(CN(CC(CCCCCCCCCCCC)OC(CCCCCCCCCCC)=O)CCCN(C)C)CCCCCCCCCCCC ((3-(dimethylamino)propyl)azanediyl)bis(tetradecane-1,2-diyl) didodecanoate